C(C)C(C[Si]1(C2=C(C(C3=C1C=C(C=C3)C3=C(C(=C1C=CC=CN31)C)C3=CC=CC=C3)=O)C=CC(=C2)C2=C(C(=C3C=CC=CN23)C)C2=CC=CC=C2)CC(CCCC)CC)CCCC 5,5-bis(2-ethylhexyl)-3,7-bis(1-methyl-2-phenylindolizin-3-yl)dibenzo[b,e]silin-10(5H)-one